C(C)(C)(C)OC(=O)N1C=C(C2=CC=CC=C12)CC(N1CCCC1)=O 3-(2-oxo-2-(pyrrolidin-1-yl)ethyl)-1H-indole-1-carboxylic acid tert-butyl ester